FC(C=1N=NC2=CC=C(C=C2C1)C1=CN=C(S1)NC(=O)C1C(OC(C1)(C)C)(C)C)F N-(5-(3-(Difluoromethyl)cinnolin-6-yl)thiazol-2-yl)-2,2,5,5-tetramethyl-tetrahydrofuran-3-carboxamide